N,N-dimethyl-N'-methylethylenediamine CN(CCNC)C